1-(4-(2-(4-methoxyphenyl)but-3-yn-2-yl)thiazol-2-yl)-3-(1-(4-(piperazin-1-yl)phenyl)ethyl)urea COC1=CC=C(C=C1)C(C)(C#C)C=1N=C(SC1)NC(=O)NC(C)C1=CC=C(C=C1)N1CCNCC1